ClC=1C=CC(=NC1)C(C)C=1C=NN(C1)C1OCCCC1 5-chloro-2-(1-(1-(tetrahydro-2H-pyran-2-yl)-1H-pyrazol-4-yl)ethyl)pyridine